Methyl (((cis-3-(2-amino-6-methoxy-9H-purin-9-yl)cyclobutyl) methoxy)((4-bromonaphthalen-1-yl) oxy)phosphoryl)-L-alaninate NC1=NC(=C2N=CN(C2=N1)[C@H]1C[C@H](C1)COP(=O)(OC1=CC=C(C2=CC=CC=C12)Br)N[C@@H](C)C(=O)OC)OC